ethyl 5-(1-phenylcyclopropyl)-4H-1,2,4-triazole-3-carboxylate C1(=CC=CC=C1)C1(CC1)C=1NC(=NN1)C(=O)OCC